5-methyl-2,5-diazabicyclo[2.2.1]heptan CN1C2CNC(C1)C2